BrC=1C(=C(C(=O)O)C(=CC1)C(F)(F)F)F 3-bromo-2-fluoro-6-(trifluoromethyl)benzoic acid